N-hydroxymethyl-3-(dimethoxyphosphono)propionamide OCNC(CCP(=O)(OOC)OOC)=O